tert-butyl (2-(4-(benzyloxy)-1-methyl-1H-indol-3-yl)ethyl)(cyclopropylmethyl)carbamate C(C1=CC=CC=C1)OC1=C2C(=CN(C2=CC=C1)C)CCN(C(OC(C)(C)C)=O)CC1CC1